C(C)(C)(C)OC(=O)N1CC(CC1)N1N=C(C=2C1=NC=NC2N)C2=C(C=C(C=C2)OC2=C(C(=CC(=C2F)F)F)F)F 3-[4-amino-3-[2-fluoro-4-(2,3,5,6-tetrafluorophenoxy)phenyl]-1H-pyrazolo[3,4-d]pyrimidin-1-yl]pyrrolidine-1-carboxylic acid tert-butyl ester